N[C@@H](C)C=1N(C(C2=C(C=CC=C2C1)C#CC=1C=C2N(N1)CCC2)=O)C2CC2 (S)-3-(1-aminoethyl)-2-cyclopropyl-8-((5,6-dihydro-4H-pyrrolo[1,2-b]pyrazol-2-yl)ethynyl)isoquinolin-1(2H)-one